NC[C@]1([C@H](CN(C1)S(=O)(=O)C1=C(C=C(C=C1)Cl)C#N)OC1=CC(=C(C#N)C=C1)F)O 4-(((3S,4S)-4-(aminomethyl)-1-((4-chloro-2-cyanophenyl)sulfonyl)-4-hydroxypyrrolidin-3-yl)oxy)-2-fluorobenzonitrile